1-((1-acryloyl-3-fluoroazetidin-3-yl)methyl)-7-chloro-6-(2-hydroxy-6-(trifluoromethyl)-phenyl)-4-(2-isopropyl-4-methylpyridin-3-yl)-1,4-dihydropyrido[2,3-b]pyrazine-2,3-dione C(C=C)(=O)N1CC(C1)(F)CN1C2=C(N(C(C1=O)=O)C=1C(=NC=CC1C)C(C)C)N=C(C(=C2)Cl)C2=C(C=CC=C2C(F)(F)F)O